N,N-bis(pentafluorophenyl-methyl)-1-butylamine hydrochloride Cl.FC1=C(C(=C(C(=C1CN(CC1=C(C(=C(C(=C1F)F)F)F)F)CCCC)F)F)F)F